1-[5-(furan-2-yl)-2-methyl-[1,2,4]triazolo[1,5-c]pyrimidin-7-yl]-3-(2-methylpropyl)urea O1C(=CC=C1)C1=NC(=CC=2N1N=C(N2)C)NC(=O)NCC(C)C